C(CC)OC1NCC2=CC=CC=C12 propoxyisoindoline